Cl.N[C@H](C(=O)NC1=C(C=C(C=C1)SCC1=CC=CC=C1)OC)CC1=CC=CC=C1 (S)-2-amino-N-(4-(benzylsulfanyl)-2-methoxyphenyl)-3-phenylpropanamide hydrochloride